C1(CCC1)CN(C(OC(C)(C)C)=O)C1CN(CCC1)C=1SC(=CN1)CN1N=NC(=C1)C1=C2C=NN(C2=CC(=C1)OC)C1OCCCC1 tert-butyl (cyclobutylmethyl)(1-(5-((4-(6-methoxy-1-(tetrahydro-2H-pyran-2-yl)-1H-indazol-4-yl)-1H-1,2,3-triazol-1-yl)methyl)thiazol-2-yl)piperidin-3-yl)carbamate